2-[(3-bromo-5-nitro-indazol-1-yl)methoxy]Ethyl-trimethyl-silane BrC1=NN(C2=CC=C(C=C12)[N+](=O)[O-])COCC[Si](C)(C)C